NC1=NC=2C=C(C(=CC2C2=C1C=NN2C)C(=O)N(CC2=CC=C(C=C2)C#C[Si](C)(C)C)C)C 4-amino-N,1,7-trimethyl-N-(4-((trimethylsilyl)ethynyl)benzyl)-1H-pyrazolo[4,3-c]quinoline-8-carboxamide